2-cyclopentyl-7-(2-methoxyethoxy)-6-nitroquinazolin-4(3H)-one C1(CCCC1)C1=NC2=CC(=C(C=C2C(N1)=O)[N+](=O)[O-])OCCOC